8-azabicyclo[3.2.1]octane-8-carboxamide C12CCCC(CC1)N2C(=O)N